COC1=CC2=C(N(C=N2)C2=CC=C(C(=N2)C2=C(C(=O)N)C=CC=C2)C(C)O)C=C1OC 2-(6-(5,6-Dimethoxy-1H-benzo[d]imidazol-1-yl)-3-(1-hydroxyethyl)pyridin-2-yl)benzamide